ClC=1C=C(OC2CCN(CC2)C(=O)C2=CN(C3=C2C(N(C=C3C)C)=O)C)C=CC1Cl 3-((4-(3,4-dichlorophenoxy)piperidin-1-yl)carbonyl)-1,5,7-trimethyl-1,5-dihydro-4H-pyrrolo[3,2-c]pyridin-4-one